(3-methoxybenzyl)-5-methyl-2-phenyl-3-(piperidin-1-yl)pyrazolo[1,5-a]pyrimidin-7(4H)-one COC=1C=C(CN2C=3N(C(C=C2C)=O)N=C(C3N3CCCCC3)C3=CC=CC=C3)C=CC1